7-cyclopropoxy-2-((5-methoxy-7-methyl-1H-indol-4-yl)methyl)-2H-indazole-6-carbonitrile C1(CC1)OC1=C(C=CC2=CN(N=C12)CC1=C2C=CNC2=C(C=C1OC)C)C#N